tert-butyl (6-aminopyrimidin-4-yl)carbamate NC1=CC(=NC=N1)NC(OC(C)(C)C)=O